1-((4-Bromophenyl)sulfonyl)-5-methoxy-1H-indole BrC1=CC=C(C=C1)S(=O)(=O)N1C=CC2=CC(=CC=C12)OC